C1(CC1)NC1=NC(=CC2=C1N(C=N2)C(C)C)C2=CC=C1C(=C2)N(C(C12CCNCC2)=O)C2CC(C2)N2CCC(CC2)F 6-(4-(CYCLOPROPYLAMINO)-3-ISOPROPYL-3H-IMIDAZO[4,5-C]PYRIDIN-6-YL)-1-((1S,3S)-3-(4-FLUOROPIPERIDIN-1-YL)CYCLOBUTYL)SPIRO[INDOLINE-3,4'-PIPERIDIN]-2-ONE